C(#N)C[C@@H]1N(CCN(C1)C1=NC(=NC2=CC=C(C=C12)C=1C=NC(=C(C1)NS(=O)(=O)C1=C(C=C(C=C1)F)F)OC)OC[C@H]1N(CCC1)C)C(=O)OC(C)(C)C tert-butyl (S)-2-(cyanomethyl)-4-(6-(5-((2,4-difluorophenyl)sulfonamido)-6-methoxypyridin-3-yl)-2-(((S)-1-methylpyrrolidin-2-yl)methoxy)quinazolin-4-yl)piperazine-1-carboxylate